5-ethyl-6-octyl-[1,2,4]triazolo[1,5-a]pyrimidine-7-ylamine C(C)C1=NC=2N(C(=C1CCCCCCCC)N)N=CN2